6-amino-N-ethyl-N-methyl-8-oxo-2-(propylsulfonylamino)-9-(p-tolylmethyl)purine-7-carboxamide NC1=C2N(C(N(C2=NC(=N1)NS(=O)(=O)CCC)CC1=CC=C(C=C1)C)=O)C(=O)N(C)CC